N-(2-amino-5-fluorophenyl)acetamide NC1=C(C=C(C=C1)F)NC(C)=O